[N+](=O)([O-])C=1C=CC(=C(CC2N(CCC(C2)N)C)C1)OCC1=CC=C(C=C1)F (5-Nitro-2-((4-fluorobenzyl)oxy)benzyl)-1-methylpiperidin-4-amine